FC(C(=O)N1CC2=C(CCC1)OC1=C2C=C(C=C1)F)(F)F 2,2,2-trifluoro-1-(9-fluoro-1,3,4,5-tetrahydro-2H-benzofuro[3,2-c]azepin-2-yl)ethan-1-one